C(N)(=O)C1=NN(C2=CC(=CC=C12)C(=O)O)CC(=O)N(C1CC1)CC(=O)NCC1=C(C(=CC=C1)Cl)F carbamoyl-1-(2-((2-((3-chloro-2-fluorobenzyl)amino)-2-oxoethyl)(cyclopropyl)amino)-2-oxoethyl)-1H-indazole-6-carboxylic acid